N-methyl-N-butyl-piperidinium chloride [Cl-].C[N+]1(CCCCC1)CCCC